C1(CC1)C(=O)C1=C(C(=C(C(=C1F)F)F)F)S(=O)(=O)N(C)C (cyclopropanecarbonyl)-3,4,5,6-tetrafluoro-N,N-dimethylbenzenesulfonamide